1,4,7,10-tetraoxaundecyl-methanesulfonate O(CCOCCOCCOC)CS(=O)(=O)[O-]